ClC1=CC(=C(C=C1)N1C(N([C@@H](C1)C#N)C1=CN=CC2=CC=CC=C12)=O)C#N (S)-1-(4-chloro-2-cyanophenyl)-3-(isoquinolin-4-yl)-2-oxoimidazolidine-4-carbonitrile